(4-morpholinosulfonylphenyl)boronic acid O1CCN(CC1)S(=O)(=O)C1=CC=C(C=C1)B(O)O